4-allyl-N,N-dimethylaniline C(C=C)C1=CC=C(N(C)C)C=C1